2,5-dioxo-tetrahydrofuran-3-sulfonic acid O=C1OC(CC1S(=O)(=O)O)=O